S(=O)(C1=CC=C(C=C1)N)(=O)[O-].C(C)[Al+2].S(=O)(C1=CC=C(C=C1)N)(=O)[O-] ethyl-aluminum sulfanilate